C1(=CC=CC=C1)P(C1=CC=CC=2N(C3=CC=CC(=C3SC12)P(C1=CC=CC=C1)C1=CC=CC=C1)[Si](C)(C)C(C)(C)C)C1=CC=CC=C1 4,6-bis(diphenylphosphino)-10-(tert-butyldimethylsilyl)phenothiazine